C(C)(C)(C)OC(=O)NCC1CCC(O1)C(=O)O 5-(((tert-butoxycarbonyl)amino)methyl)tetrahydrofuran-2-carboxylic acid